ClC=1C=2N(C=C(C1OC(C)C)C(=O)OC(C)C)C=C(N2)C21COC(C2)(C1)C isopropyl 8-chloro-7-isopropoxy-2-(1-methyl-2-oxabicyclo[2.1.1]hexan-4-yl)imidazo[1,2-a]pyridine-6-carboxylate